acryloyloxy ethyl phenyl phosphorothioate P(OOC(C=C)=O)(OCC)(OC1=CC=CC=C1)=S